ClC=1C=C(NC=2C3=C(N=CN2)C=CN3CCNC(CC(C)(C)O)=O)C=CC1OC1=CC(=CC=C1)C(F)(F)F N-[2-[4-[3-chloro-4-[3-(trifluoromethyl)phenoxy]-anilino]pyrrolo[3,2-d]pyrimidin-5-yl]ethyl]-3-hydroxy-3-methylbutanamide